N-((3S,4R)-3-fluoro-1-methylpiperidin-4-yl)-2-(3-((2-methoxy-4-(methylsulfonyl)phenyl)amino)prop-1-yn-1-yl)-3-vinylpyrazolo[1,5-c]pyrimidin-7-amine F[C@H]1CN(CC[C@H]1NC1=NC=CC=2N1N=C(C2C=C)C#CCNC2=C(C=C(C=C2)S(=O)(=O)C)OC)C